6-(Benzyloxy)-1-(5-bromopyrazin-2-yl)-5,7-difluoro-1H-benzo[d][1,2,3]triazole C(C1=CC=CC=C1)OC=1C(=CC2=C(N(N=N2)C2=NC=C(N=C2)Br)C1F)F